1-[(3S)-3-[4-[(6-phenoxy-3-pyridyl)amino]quinazolin-6-yl]-1-piperidyl]prop-2-en-1-one O(C1=CC=CC=C1)C1=CC=C(C=N1)NC1=NC=NC2=CC=C(C=C12)[C@H]1CN(CCC1)C(C=C)=O